FC1=CC=C(C=C1)C1=CN=C(S1)C=O 5-(4-fluorophenyl)thiazole-2-carbaldehyde